N-{[4-(benzenesulfonyl)phenyl]methyl}-1H-pyrrolo[2,3-c]pyridine-3-carboxamide C1(=CC=CC=C1)S(=O)(=O)C1=CC=C(C=C1)CNC(=O)C1=CNC2=CN=CC=C21